CC1(COC1)NC1=NC(=NC(=N1)NC1=CC(=NC=C1)C(F)(F)F)C1=NC(=CC=C1)C(F)(F)F (3-Methyl-oxetan-3-yl)-6-(6-trifluoromethyl-pyridin-2-yl)-N'-(2-trifluoromethyl-pyridin-4-yl)-[1,3,5]triazine-2,4-diamine